N1C[C@@H](CC1)COC=1C=C(C(=NC1)C1=CC=C(C=C1)C)C1=CC=C(C#N)C=C1 (R)-4-[5-(Pyrrolidin-3-ylmethoxy)-2-p-tolyl-pyridin-3-yl]-benzonitrile